3-(5-(2-(4-Allylpiperazin-1-yl)acetyl)-2-isopropoxyphenyl)-2-((4-(2-(4-chlorophenoxy)acetyl)piperazin-1-yl)methyl)quinazolin-4(3H)-one C(C=C)N1CCN(CC1)CC(=O)C=1C=CC(=C(C1)N1C(=NC2=CC=CC=C2C1=O)CN1CCN(CC1)C(COC1=CC=C(C=C1)Cl)=O)OC(C)C